C1=CCN2C=3C(=C(C=CC13)O)C=CC2 5h-pyrido[3,2,1-ij]quinolin-8-ol